[Al].[Yb] ytterbium-aluminium